N[C@@H]1CN(CC[C@H]1C)C(=O)OC(C)(C)C trans-tert-Butyl 3-amino-4-methylpiperidine-1-carboxylate